5-bromo-1-tetrahydropyran-2-yl-pyrazolo[3,4-b]pyridine BrC=1C=C2C(=NC1)N(N=C2)C2OCCCC2